CS(=O)(C1=NC=C(C=C1)C(F)(F)F)=NC1=CC=C(C=C1)C1=NOC(=N1)C(F)(F)F methyl((4-(5-(trifluoromethyl)-1,2,4-oxadiazol-3-yl)phenyl)imino)(5-(trifluoromethyl)pyridin-2-yl)-λ6-sulfanone